C[C@@H]1N(CCN(C1)C)[C@@H](C(=O)NC=1C=CC=C2C(=CNC12)C1=NC(=NC=C1C)NC=1C(=NN(C1)C)OCC)C (2R)-2-[(2S)-2,4-dimethylpiperazin-1-yl]-N-(3-{2-[(3-ethoxy-1-methyl-1H-pyrazol-4-yl)amino]-5-methylpyrimidin-4-yl}-1H-indol-7-yl)propanamide